OC1=C(C(=O)N[C@@H](CC2=CC=C(C=C2)O)C(=O)O)C=CC(=C1O)O 2,3,4-trihydroxybenzoyl-tyrosine